CN(S(=O)(=O)C1=CC(=C(C=C1C)NC(C)=O)OC)C N-[4-(dimethylsulfamoyl)-2-methoxy-5-methyl-phenyl]acetamide